NC1(CCC1)C1=NC=C(C=N1)C1=CC=2N(N=C3C2[C@H]2C4=C(C(N([C@@H]3C2)C)=O)C(=CC=C4OC(F)F)F)C=C1 (7R,14S)-12-(2-(1-aminocyclobutyl)pyrimidin-5-yl)-1-(difluoromethoxy)-4-fluoro-6-methyl-6,7-dihydro-7,14-methanobenzo[c]pyrido[1',2':1,5]pyrazolo[4,3-f]azocin-5(14H)-one